OC(C(=O)C1=CC=C(C=C1)OCCO)(C)C 2-hydroxy-4'-hydroxyethoxy-2-methylpropionophenone